ClC=1C(=NC(=NC1)NC1=C(C=C(C=C1)N1CCN(CC1)C(CCCNC1=C2C(N(C(C2=CC=C1)=O)C1C(NC(CC1)=O)=O)=O)=O)OC)NC1=C(C=CC=C1)P(=O)(C)C 4-((4-(4-(4-((5-chloro-4-((2-(dimethylphosphoryl)phenyl)amino)pyrimidin-2-yl)amino)-3-methoxyphenyl)piperazin-1-yl)-4-oxobutyl)amino)-2-(2,6-dioxopiperidin-3-yl)isoindoline-1,3-dione